aminoethylthio hexanoate C(CCCCC)(=O)OSCCN